n-ethyl-1-(4-fluoro-3-isopropyl-2-(8-methyl-[1,2,4]triazolo[1,5-a]pyridin-6-yl)-1H-pyrrolo[2,3-c]pyridin-5-yl)-N-methylpiperidin-4-amine C(C)N(C1CCN(CC1)C=1C(=C2C(=CN1)NC(=C2C(C)C)C=2C=C(C=1N(C2)N=CN1)C)F)C